BrCCCC(=O)OC(CCCCCCCC(=O)O)CCCCCCCC(=O)O 9-((4-bromobutyryl)oxy)heptadecanedioic acid